BrC1CCC(CC1)(C)C 4-bromo-1,1-dimethylcyclohexane